3-ethoxysilyl-propyl tetrasulfide C(C)O[SiH2]CCCSSSSCCC[SiH2]OCC